7-chloropyrido[2,3-d]pyrimidine-2,4-diol ClC=1C=CC2=C(N=C(N=C2O)O)N1